6-(2,5-dioxo-2,5-dihydro-1H-pyrrol-1-yl)-N-[(S)-1-{[(S)-1-{[4-(hydroxymethyl)phenyl]amino}-1-oxopropan-2-yl]amino}-3-methyl-1-oxobutan-2-yl]hexanamide O=C1N(C(C=C1)=O)CCCCCC(=O)N[C@H](C(=O)N[C@H](C(=O)NC1=CC=C(C=C1)CO)C)C(C)C